2,4,6-trifluoro-phenylacetic acid FC1=C(C(=CC(=C1)F)F)CC(=O)O